1-{2-[(3R)-2,6-Dioxopiperidin-3-yl]-1-oxo-2,3-dihydro-1H-isoindol-5-yl}piperidine-4-carbaldehyde O=C1NC(CC[C@H]1N1C(C2=CC=C(C=C2C1)N1CCC(CC1)C=O)=O)=O